2-OXO-1,2-DIHYDROPYRIMIDINE O=C1NC=CC=N1